tert-butyl 2-ethynyl-4,7-dihydrothieno[2,3-c]pyridine-6(5H)-carboxylate C(#C)C1=CC2=C(CN(CC2)C(=O)OC(C)(C)C)S1